2-ethylthio-8-(1-hydroxyethyl)-6-(trifluoromethyl)chromen-4-one C(C)SC=1OC2=C(C=C(C=C2C(C1)=O)C(F)(F)F)C(C)O